OC=1C(=NC=CC1)C(=O)Cl 3-Hydroxypicolinoyl chloride